N-tert-butyl-3-[(2-chloro-5-methylpyrimidin-4-yl)amino]benzenesulfonamide C(C)(C)(C)NS(=O)(=O)C1=CC(=CC=C1)NC1=NC(=NC=C1C)Cl